BrC1=C(C2=C(N=C(N=C2)NC2=CC=C(C=N2)N2CCN(CC2)C(=O)OC(C)(C)C)N(C1=O)C1CCCC1)C tert-butyl 4-(6-((6-bromo-8-cyclopentyl-7,8-dihydro-5-methyl-7-oxopyrido[2,3-D]pyrimidin-2-yl) amino)-3-pyridinyl)-1-piperazinecarboxylate